pentane-3-thiol CCC(CC)S